8-morpholinocarbonyl-N-o-fluorophenylacetyl-1,3,4,9-tetrahydro-beta-carboline O1CCN(CC1)C(=O)C=1C=CC=C2C=3CCN(CC3NC12)C(CC1=C(C=CC=C1)F)=O